[Li+].[Al+3].P(=O)([O-])([O-])[O-].[Ti+4] Titanium Phosphate Aluminum Lithium